methyl 1-((1R)-1-(4-(3-azabicyclo[3.1.0]hex-3-yl) phenyl) ethyl)-4-(propan-1-yn-1-yl)-1H-indazole-7-carboxylate C12CN(CC2C1)C1=CC=C(C=C1)[C@@H](C)N1N=CC2=C(C=CC(=C12)C(=O)OC)C#CC